2-(1-chloroethyl)-4-phenoxybenzoic acid methyl ester COC(C1=C(C=C(C=C1)OC1=CC=CC=C1)C(C)Cl)=O